2-[1-(5-amino-2-pyrimidin-2-yl-1,2,4-triazol-3-yl)ethyl]isoindoline-1,3-dione hydrochloride Cl.NC=1N=C(N(N1)C1=NC=CC=N1)C(C)N1C(C2=CC=CC=C2C1=O)=O